NC1=NC(=NN2C1=NC=C2CC=2C=C(C(=NC2)N2CCN(CC2)C(CN(C)C)=O)C)N[C@@H](C)CCC (S)-1-(4-(5-((4-amino-2-(pentan-2-ylamino)imidazo[2,1-f][1,2,4]triazin-7-yl)methyl)-3-methylpyridin-2-yl)piperazin-1-yl)-2-(dimethylamino)ethan-1-one